2-amino-1-(m-tolyl)ethanone NCC(=O)C=1C=C(C=CC1)C